2-((cis)-3-aminocyclobutyl)-1-(4-methylpiperidin-1-yl)ethan-1-one hydrochloride Cl.N[C@H]1C[C@H](C1)CC(=O)N1CCC(CC1)C